C(#N)C1=C2CC(CC2=CC=C1)NC=1C=CC(=NC1)[C@@H](C(F)(F)F)N(C(=O)C1CCS(CC1)(=O)=O)C N-((1S)-1-(5-((4-cyano-2,3-dihydro-1H-inden-2-yl)amino)pyridin-2-yl)-2,2,2-trifluoroethyl)-N-methyltetrahydro-2H-thiopyran-4-carboxamide 1,1-dioxide